3a-hydroxy-1-phenyl-1H,2H,3H,3aH,4H-pyrrolo[2,3-b]1,8-naphthyridin-4-one OC12C(=NC3=NC=CC=C3C1=O)N(CC2)C2=CC=CC=C2